1'-(2-(4-chlorophenoxy)acetyl)-2-oxospiro[indoline-3,4'-piperidine]-5-carboxylic acid Methyl-1'-(2-(4-chlorophenoxy)acetyl)-2-oxospiro[indoline-3,4'-piperidine]-5-carboxylate COC(=O)C=1C=C2C(=CC1)NC(C21CCN(CC1)C(COC1=CC=C(C=C1)Cl)=O)=O.ClC1=CC=C(OCC(=O)N2CCC3(CC2)C(NC2=CC=C(C=C23)C(=O)O)=O)C=C1